COC(=O)C1=NN(C=N1)CC1=NC=CC=C1F 1-((3-fluoropyridin-2-yl)methyl)-1H-1,2,4-triazole-3-carboxylic acid methyl ester